zinc-copper-lithium [Li].[Cu].[Zn]